3-(6-methoxy-1-quinolinyl)propanesulfonic acid COC=1C=C2C=CCN(C2=CC1)CCCS(=O)(=O)O